Thiazolo[4,5-b]pyridin-6-yl 3-azido-3-deoxy-1-thio-α-D-galactopyranoside N(=[N+]=[N-])[C@@H]1[C@H]([C@@H](SC=2C=C3C(=NC2)N=CS3)O[C@@H]([C@@H]1O)CO)O